3',3'-difluoro-6-oxo-6,8-dihydro-2H-spiro[benzo[2,1-b:3,4-c']difuran-3,4'-piperidine]-1'-carboxylic acid tert-butyl ester C(C)(C)(C)OC(=O)N1CC(C2(CC1)C1=C(OC2)C=2COC(C2C=C1)=O)(F)F